ethylcumene C(C)C1=C(C=CC=C1)C(C)C